2-phenoxy-1-propanol O(C1=CC=CC=C1)C(CO)C